C1=CC(=CC=2OC3=C(C21)C=CC=C3)C=3C(=NC(=CC3C3=C(C=CC=C3)C3=NC2=C(N3C3=CC=CC=C3)C=CC=C2)N2C3=CC=CC=C3C=3C=C(C=CC23)C#N)N2C3=CC=CC=C3C=3C=C(C=CC23)C#N 9,9'-(3-(dibenzo[b,d]furan-3-yl)-4-(2-(1-phenyl-1H-benzo[d]imidazol-2-yl)phenyl)pyridine-2,6-diyl)bis(9H-carbazole-3-carbonitrile)